2-(6-methoxy-4-(trifluoromethyl)pyridin-3-yl)acetaldehyde COC1=CC(=C(C=N1)CC=O)C(F)(F)F